Racemic-(1R,2R)-2-(1-methyl-1H-pyrazol-3-yl)cyclopropane-1-carboxylic acid CN1N=C(C=C1)[C@H]1[C@@H](C1)C(=O)O |r|